O=C1COC2=C1C=CC=C2 3-oxo-1,3-dihydrobenzofuran